ClC=1C=CC2=C(N(C[C@@H](O2)C(=O)NC23CC(C2)(C3)NC(COC3=CC(=C(C=C3)Cl)F)=O)C)C1 (2R)-6-chloro-N-{3-[2-(4-chloro-3-fluorophenoxy)acetamido]bicyclo[1.1.1]pentan-1-yl}-4-methyl-3,4-dihydro-2H-1,4-benzoxazine-2-carboxamide